Methoxy-ethoxyethyl cyanoacrylate C(#N)C(C(=O)OCC(OCC)OC)=C